N-(2-chloro-3-hydroxypyridin-4-yl)-2-(6-cyclopropyl-8-(3-methyl-2,4-dioxoimidazolidin-1-yl)imidazo[1,2-a]pyridin-2-yl)acetamide ClC1=NC=CC(=C1O)NC(CC=1N=C2N(C=C(C=C2N2C(N(C(C2)=O)C)=O)C2CC2)C1)=O